2-cyano-3,3-diphenylacrylic acid ethylhexyl ester C(C)C(CCCCC)OC(C(=C(C1=CC=CC=C1)C1=CC=CC=C1)C#N)=O